CC(=O)O[C@H]1CC[C@@]2([C@H]3CC[C@]4([C@@H]5CC(CC[C@@]5(CC=C4[C@@]3(CC[C@H]2C1(C)C)C)C(=O)O)(C)C)C)C The molecule is a pentacyclic triterpenoid isolated from the leaves of Garcia parviflora. It has a role as a plant metabolite and an antineoplastic agent. It is a pentacyclic triterpenoid, an acetate ester and a monocarboxylic acid. It derives from a friedelin.